C(C1=CC=CC=C1)C=1C(NC2=C(C=CC=C2N1)C)=O 3-benzyl-8-methyl-quinoxaline-2(1H)-one